2-fluoro-N-(4-(trifluoromethyl)pyridin-2-yl)-5-((2-ureido-thiazol-5-yl)ethynyl)benzamide ((2,3',5'-trifluoro-[1,1'-biphenyl]-3-yl)methyl)-5-azaspiro[2.4]heptane-5-carboxylate FC1=C(C=CC=C1COC(=O)N1CC2(CC2)CC1)C1=CC(=CC(=C1)F)F.FC1=C(C(=O)NC2=NC=CC(=C2)C(F)(F)F)C=C(C=C1)C#CC1=CN=C(S1)NC(=O)N